ClC1=CC=C(CNC(=O)NC2=CC=C(C=C2)[C@@H]2N(CC(N(C2)C)=O)C)C=C1 (S)-1-(4-chlorobenzyl)-3-(4-(1,4-dimethyl-5-oxopiperazin-2-yl)phenyl)urea